C[Si](C)(C)C#CC1=CC=C(C=C1)C1=CC=C(C=C1)C#C[Si](C)(C)C 4,4'-bis(trimethylsilylethynyl)-1,1'-biphenyl